2-(2-((2-(5-(3-methoxyphenyl)-1H-benzo[d]imidazol-2-yl)ethyl)amino)ethyl)-N-(pyridin-2-ylmethyl)oxazole COC=1C=C(C=CC1)C1=CC2=C(NC(=N2)CCNCCC2OC=CN2CC2=NC=CC=C2)C=C1